Triethylammonium 4-{[4-{[tris(4-methoxyphenyl)methoxy]methyl}-1-(6-{[(cholest-5-en-3-yloxy)carbonyl]amino}hexanoyl)piperidin-4-yl]methoxy}-4-oxobutanoate COC1=CC=C(C=C1)C(OCC1(CCN(CC1)C(CCCCCNC(=O)OC1CC2=CC[C@H]3[C@@H]4CC[C@H]([C@@H](CCCC(C)C)C)[C@]4(CC[C@@H]3[C@]2(CC1)C)C)=O)COC(CCC(=O)[O-])=O)(C1=CC=C(C=C1)OC)C1=CC=C(C=C1)OC.C(C)[NH+](CC)CC